CC=1C=C(C=CC1CN1CCC2(CNC2)CC1)C1=CC=CC=C1 7-((3-methyl-[1,1'-biphenyl]-4-yl)methyl)-2,7-diazaspiro[3.5]nonane